1,2-dimethyldiphenylbutanediol CC(C(C(C)(C1=CC=CC=C1)C1=CC=CC=C1)C)(O)O